C(C1=CC=CC=C1)O[C@]1(C2=NN=C(C=3C(=CC(=C(NC(CCC=CC1)(C)C)N3)C(F)(F)F)[N+](=O)[O-])O2)C(F)(F)F (6R)-6-benzyloxy-12,12-dimethyl-17-nitro-6,15-bis(trifluoromethyl)-19-oxa-3,4,13,18-tetraazatricyclo[12.3.1.12,5]nonadeca-1(18),2,4,8,14,16-hexa-ene